2,2,8-trimethyl-4-(4-(prop-1-en-2-yl)-1H-benzo[d]imidazol-1-yl)-2H-benzo[e][1,3]oxazine CC1(OC2=C(C(=N1)N1C=NC3=C1C=CC=C3C(=C)C)C=CC=C2C)C